8-((but-3-en-1-yloxy)methyl)-6-chloroimidazo[1,2-a]pyrazine C(CC=C)OCC=1C=2N(C=C(N1)Cl)C=CN2